C(CCCCCCCCCCCCCCC)(=O)OC[C@@H](OC(CCCCCCC\C=C/C\C=C/CCCCC)=O)COP(=O)(O)OC[C@H](N)C(=O)O 1-palmitoyl-2-linoleoyl-sn-glycero-3-phospho-L-serine